5-Chloro-7-((2S,5R)-4-((4-chlorophenyl)((S)-2,2-difluorocyclopropyl)methyl)-2,5-dimethylpiperazin-1-yl)-3-(((S)-tetrahydrofuran-2-yl)methyl)-3H-imidazo[4,5-b]pyridine ClC1=CC(=C2C(=N1)N(C=N2)C[C@H]2OCCC2)N2[C@H](CN([C@@H](C2)C)C([C@H]2C(C2)(F)F)C2=CC=C(C=C2)Cl)C